5-(Tert-butyl) 6-methyl (2S,3aR,6S,6aS)-6-formyl-2-methoxy-6a-methyl-4-oxohexahydro-5H-furo[2,3-c]pyrrole-5,6-dicarboxylate C(=O)[C@]1(N(C([C@H]2[C@@]1(O[C@@H](C2)OC)C)=O)C(=O)OC(C)(C)C)C(=O)OC